C(C=CC1=CC=CC=C1)C12CCC(CC1)(N2)C(O)C=2C=NC=C(C2)F (4-cinnamyl-7-azabicyclo[2.2.1]heptan-1-yl)(5-fluoropyridin-3-yl)methanol